COC1=CC=C(C=C1)C(OC[C@@H](CN1C(NC(C(=C1)C)=O)=O)O)(C1=CC=CC=C1)C1=CC=C(C=C1)OC (R)-1-(3-(bis(4-methoxyphenyl)(phenyl)methoxy)-2-hydroxypropyl)-5-methylpyrimidine-2,4(1H,3H)-dione